1-(1-(4-bromophenyl)azetidin-3-yl)-2-(2-cyclopropylphenyl)pyrrolidine BrC1=CC=C(C=C1)N1CC(C1)N1C(CCC1)C1=C(C=CC=C1)C1CC1